4-[3-[2,6-Dichloro-4-(3,3-dimethoxyazetidin-1-yl)benzoyl]-2,4-dihydro-1,3-benzoxazin-8-yl]-2-(3-oxa-8-azabicyclo[3.2.1]oct-8-yl)benzoic acid hydrate O.ClC1=C(C(=O)N2COC3=C(C2)C=CC=C3C3=CC(=C(C(=O)O)C=C3)N3C2COCC3CC2)C(=CC(=C1)N1CC(C1)(OC)OC)Cl